(R)-8-(2,2-difluorospiro[3.5]non-6-en-7-yl)-N-(1-hydroxypropan-2-yl)quinoline-3-carboxamide ethyl-2'-chloro-6-cyclopropoxy-5'-methoxy-(4,4'-bipyridine)-3-carboxylate C(C)OC(=O)C=1C=NC(=CC1C1=CC(=NC=C1OC)Cl)OC1CC1.FC1(CC2(C1)CC=C(CC2)C=2C=CC=C1C=C(C=NC21)C(=O)N[C@@H](CO)C)F